N-(4-(chlorodifluoromethoxy)phenyl)-6-(4-(((2-(2,4-dioxotetrahydropyrimidin-1(2H)-yl)-1-oxoisoindolin-5-yl)methyl)(methyl)amino)piperidin-1-yl)-5-(1H-pyrazol-3-yl)nicotinamide ClC(OC1=CC=C(C=C1)NC(C1=CN=C(C(=C1)C1=NNC=C1)N1CCC(CC1)N(C)CC=1C=C2CN(C(C2=CC1)=O)N1C(NC(CC1)=O)=O)=O)(F)F